ClC=1C(=NC(=NC1)NC1CCN(CC1)S(=O)(=O)C)C=1N=CN(C1)C1=C(C=C(C=C1)CNC)Cl 5-Chloro-4-(1-(2-chloro-4-((methyl-amino)methyl)-phenyl)-1H-imidazol-4-yl)-N-(1-(methyl-sulfonyl)piperidin-4-yl)pyrimidin-2-amine